C(N)(=O)N1CCC1 1-carbamoylazetidin